(5S)-5-(methoxymethyl)-pyrrolidine-1,2-dicarboxylic acid 1-(tert-butyl) 2-methyl ester COC(=O)C1N([C@@H](CC1)COC)C(=O)OC(C)(C)C